methyl 1-(4-(azetidin-3-yl)-3,5-dimethylbenzyl)piperidine-4-carboxylate N1CC(C1)C1=C(C=C(CN2CCC(CC2)C(=O)OC)C=C1C)C